N1CC(C1)SC=1C=CC=C2CN(C(C12)=O)C1C(NC(CC1)=O)=O 3-(7-(azetidin-3-ylsulfanyl)-1-oxoisoindolin-2-yl)piperidine-2,6-dione